BrC=1C=C2C(=NC=NC2=C(C1)F)N1CCN(CC1)C(=O)OC(C)(C)C Tert-butyl 4-(6-bromo-8-fluoroquinazolin-4-yl)piperazine-1-carboxylate